N-(2-aminopropyl)-2-aminoethanesulfonic acid NC(CNCCS(=O)(=O)O)C